C(C=C)(=O)N1C[C@@H](CCC1)NC1=CC(=NC=N1)NC(C)=O (R)-N-(6-((1-acryloylpiperidin-3-yl)amino)pyrimidin-4-yl)acetamide